4-{5-[(3,4-dimethylbenzylidene)amino]-1,3,4-thiadiazol-2-yl}catechol CC=1C=C(C=NC2=NN=C(S2)C=2C=C(C(O)=CC2)O)C=CC1C